3-(methyl-(4-(5-(trifluoromethyl)-1,2,4-oxadiazol-3-yl)benzyl)amino)-4-(((1-methyl-1H-pyrazol-3-yl)methyl)amino)cyclobut-3-ene-1,2-dione CN(C=1C(C(C1NCC1=NN(C=C1)C)=O)=O)CC1=CC=C(C=C1)C1=NOC(=N1)C(F)(F)F